Methyl DL-lactate C(C(O)C)(=O)OC